ClCCNC=1C=CC=C2C=CC(=CC12)C1=NC=CC(=N1)C(=O)NC1CCN(CC1)C 2-[8-(2-chloroethylamino)-2-naphthyl]-N-(1-methyl-4-piperidyl)pyrimidine-4-carboxamide